C(\C=C\CC\C=C/CC)O (E,Z)-2,6-nonadienol